C(C)N1C=NC2=C1N=NC=C2CCCC2=CC(=C(C=C2)F)C2=CC1=CN(N=C1C=C2OC)C2COC2 7-ethyl-4-(4-fluoro-3-(6-methoxy-2-(oxetan-3-yl)-2H-indazol-5-yl)phenyl)propan-yl-7H-imidazo[4,5-c]Pyridazine